5-[(2S)-2-aminopropyl]-6-(3-methylbut-1-yn-1-yl)-N-(thiophen-2-ylmethyl)thieno[3,2-c][1,2]thiazol-3-amine N[C@H](CC1=C(C2=NSC(=C2S1)NCC=1SC=CC1)C#CC(C)C)C